BrC=1C=C(CNC2=C3N=CN(C3=NC(=N2)C=2C=NC=C(C2)Cl)[C@H]2[C@@H]([C@@H]([C@H](O2)C(=O)NC)O)O)C=CC1 (2S,3S,4R,5R)-5-(6-((3-bromobenzyl)amino)-2-(5-chloropyridin-3-yl)-9H-purin-9-yl)-3,4-Dihydroxy-N-methyltetrahydrofuran-2-carboxamide